tert-butyl 3-[7-chloro-3-(2-fluoro-6-methyl-phenyl)-2-oxo-4H-pyrimido[4,5-d]pyrimidin-1-yl]azetidine-1-carboxylate ClC1=NC=C2C(=N1)N(C(N(C2)C2=C(C=CC=C2C)F)=O)C2CN(C2)C(=O)OC(C)(C)C